O=C1CC(C1)O 3-oxocyclobutanol